CN1C2(CNC2)COCC1 5-Methyl-8-oxa-2,5-diazaspiro[3.5]nonane